(3s,6s)-4-methoxy-6-(5-(3-cis-(trifluoromethoxy)cyclobutyl)-1,3,4-oxadiazol-2-yl)tetrahydro-2H-pyran-3-amine HCl salt Cl.COC1[C@H](CO[C@@H](C1)C=1OC(=NN1)C1(CCC1)OC(F)(F)F)N